2-[[4-chloro-2-[6-(trifluoromethyl)-3-pyridinyl]pyrrolo[2,3-b]pyridin-1-yl]methoxy]ethyl-trimethyl-silane ClC1=C2C(=NC=C1)N(C(=C2)C=2C=NC(=CC2)C(F)(F)F)COCC[Si](C)(C)C